C(C1=CC=CC=C1)SC1=CC(=C(NC=2N=CC3=C(N2)N(C(C(=C3)C(F)F)=O)C(C)C)C=C1)C 2-(4-benzylsulfanyl-2-methyl-anilino)-6-(difluoromethyl)-8-isopropyl-pyrido[2,3-d]pyrimidin-7-one